C1(=C(C=CC=C1)C1=C(C(=CC=C1)C1=C(C=CC=C1)C)O)C 2,6-di(tolyl)phenol